1-(4-(benzyloxy)-6-methylpyrimidin-2-yl)ethan-1-one C(C1=CC=CC=C1)OC1=NC(=NC(=C1)C)C(C)=O